C(C)OC(/C(=C\O)/N(C)C=O)=O (E)-2-(formyl-methyl-amino)-3-hydroxyacrylic acid ethyl ester